7-methoxy-4-(1-methyl-1H-pyrazol-4-yl)-1H-benzimidazol-2-ylamine COC1=CC=C(C2=C1NC(=N2)N)C=2C=NN(C2)C